CCC(C1CCCCC1)C2CCCCC2 dicyclohexylpropane